ClC=1C=CC(=C(C(=O)N)C1)S(N[C@@H]([C@H](C)C1=C(C(=CC=C1F)C=1C=NN(C1)C)C)C=1OC(NN1)=O)(=O)=O 5-chloro-2-(N-((1S,2R)-2-(6-fluoro-2-methyl-3-(1-methyl-1H-pyrazol-4-yl)phenyl)-1-(5-oxo-4,5-dihydro-1,3,4-oxadiazol-2-yl)propyl)sulfamoyl)benzamide